Disodium (2-(5-(pyridazin-4-yl)-3-(3-(3,4,5-trifluorophenyl)propanamido)-1H-pyrazol-4-yl)ethoxy)methyl phosphate P(=O)(OCOCCC=1C(=NNC1C1=CN=NC=C1)NC(CCC1=CC(=C(C(=C1)F)F)F)=O)([O-])[O-].[Na+].[Na+]